ClC1=CC(=CC=2N=C(OC21)C=2C(=C(C=CC2)C2=C(C(=CC=C2)C=2SC=1CN(CCC1N2)CCO)C)C)CN2C[C@@H](CC2)C(=O)O (R)-1-((7-chloro-2-(3'-(5-(2-hydroxyethyl)-4,5,6,7-tetrahydrothiazolo[5,4-c]pyridin-2-yl)-2,2'-dimethyl-[1,1'-biphenyl]-3-yl)benzo[d]oxazol-5-yl)methyl)pyrrolidine-3-carboxylic acid